(2R)-2-(5-fluoro-1H-indole-3-carbonyl)pyrrolidine-1-carboxylic acid benzyl ester C(C1=CC=CC=C1)OC(=O)N1[C@H](CCC1)C(=O)C1=CNC2=CC=C(C=C12)F